CC1=C(OCC(=O)N[C@H]([C@H](C[C@H](CC2=CC=CC=C2)NC([C@H](CC=2C=C(C=CC2)C)N2C(NCCC2)=O)=O)O)CC2=CC=CC=C2)C(=CC=C1)C (S)-N-((2S,4S,5S)-5-(2-(2,6-dimethylphenoxy)acetamido)-4-hydroxy-1,6-diphenylhexane-2-yl)-2-(2-oxotetrahydropyrimidin-1(2H)-yl)-3-(m-tolyl)propanamide